CN1N=CC(=C1)C=1N=C(C=2N(C1)N=CC2)C2CCN(CC2)C(C=C)=O 1-[4-[6-(1-methylpyrazol-4-yl)pyrazolo[1,5-a]pyrazin-4-yl]-1-piperidinyl]prop-2-en-1-one